C1CC12CCN(CC2)C2=C(C1=C(N=CN1C)C(=C2)Br)C(=O)O 5-{6-azaspiro[2.5]oct-6-yl}-7-bromo-3-methyl-1,3-benzodiazole-4-carboxylic acid